FC1=C(C=C(C=C1)N1N=C2N(C1=O)[C@@H](CC2)C2=CC=CC=C2)C (5S)-2-(4-fluoro-3-methylphenyl)-5-phenyl-2,5,6,7-tetrahydro-3H-pyrrolo[2,1-c][1,2,4]triazol-3-one